ethyl (E)-3-((1r,4r)-4-(3-bromo-2-(trifluoromethyl)phenoxy)cyclohexyl)acrylate BrC=1C(=C(OC2CCC(CC2)/C=C/C(=O)OCC)C=CC1)C(F)(F)F